1-(4-cyclohexylphenyl)cyclohexane-1,4-diamine C1(CCCCC1)C1=CC=C(C=C1)C1(CCC(CC1)N)N